ClC1=CC(=CC=2N=C(OC21)C=2C(=C(C=CC2)C2=C(C(=CC=C2)C=2SC1=C(N2)CN(C1)C(=O)OC(C)(C)C)C)C)CO tert-butyl 2-(3'-(7-chloro-5-(hydroxymethyl)benzo[d]oxazol-2-yl)-2,2'-dimethylbiphenyl-3-yl)-4H-pyrrolo[3,4-d]thiazole-5(6H)-carboxylate